C(N)(=N)N1CCC(=CC1)C1=CC=C(O1)C(=O)NC1=CC(=C(C=C1)C=1CCN(CC1)C(N)=N)F 5-(1-carbamimidoyl-1,2,3,6-tetrahydropyridin-4-yl)-N-(4-(1-carbamimidoyl-1,2,3,6-tetrahydropyridin-4-yl)-3-fluorophenyl)furan-2-carboxamide